5-bromo-3-((2,4-dichloro-phenylimino)meth-yl)-2-hydroxyphenyl nicotinate C(C1=CN=CC=C1)(=O)OC1=C(C(=CC(=C1)Br)C=NC1=C(C=C(C=C1)Cl)Cl)O